2-(6-(((1S,2S,3R,5R)-2-fluoro-1,5-dimethyl-8-azabicyclo[3.2.1]octan-3-yl)oxy)-1,2,4-triazin-3-yl)-5-(1H-imidazol-1-yl)phenol F[C@H]1[C@@]2(CC[C@](C[C@H]1OC1=CN=C(N=N1)C1=C(C=C(C=C1)N1C=NC=C1)O)(N2)C)C